(3R,4S)-4-(BENZHYDRYLIDENEAMINO)CHROMAN-3-OL C(C1=CC=CC=C1)(C1=CC=CC=C1)=N[C@@H]1[C@H](COC2=CC=CC=C12)O